3,3-difluorocyclobutyl (4-cyclobutyl-3-(3,3-difluorocyclopentyl)-1-methyl-1H-pyrazol-5-yl)carbamate C1(CCC1)C=1C(=NN(C1NC(OC1CC(C1)(F)F)=O)C)C1CC(CC1)(F)F